azosulfur N(=N[S])[S]